N-methoxy-N-methyl-2-(trifluoromethyl)thiazole-4-carboxamide Ethyl-10-hydroxyphenanthrene-9-carboxylate C(C)OC(=O)C=1C2=CC=CC=C2C=2C=CC=CC2C1O.CON(C(=O)C=1N=C(SC1)C(F)(F)F)C